C1(CC1)COC1=C(N=CC(=N1)C(=O)NC(C(=O)OCF)(CC)CC)N1CC(C1)OC fluoromethyl 2-{[6-(cyclopropylmethoxy)-5-(3-methoxyazetidin-1-yl) pyrazine-2-carbonyl]amino}-2-ethylbutanoate